C(#N)C=1C=C(C=CC1F)NC(=O)C1=C(N(C(=C1C)C(C(NCC#C)=O)=O)C)C N-(3-cyano-4-fluorophenyl)-1,2,4-trimethyl-5-(2-oxo-2-(prop-2-yn-1-ylamino)acetyl)-1H-pyrrole-3-carboxamide